tert-butyl (1-(5-bromopyridin-3-yl)cyclobutyl)carbamate BrC=1C=C(C=NC1)C1(CCC1)NC(OC(C)(C)C)=O